OC(CCCC1C(CCCC1)C=O)(C)C 4-(4-hydroxy-4-methylpentyl)-3-cyclohexanal